FC1=C(C=CC=C1)CS(=O)(=O)NC1=C(C(=C(C=C1F)C1=CC2=C(N=C(N=C2)N[C@@H]2CNC[C@H](C2)F)N(C1=O)C(C)C)F)F 1-(2-fluorophenyl)-N-(2,3,6-trifluoro-4-(2-(((3S,5S)-5-fluoropiperidin-3-yl)amino)-8-isopropyl-7-oxo-7,8-dihydropyrido[2,3-d]pyrimidin-6-yl)phenyl)methanesulfonamide